FC1=NC(=C(C(=N1)CC#N)F)F 2-(2,5,6-trifluoro-pyrimidin-4-yl)acetonitrile